ClC1=C(C=C2C=C(N=CC2=C1)NC(=O)[C@@H]1[C@@H](CC1)C#N)C1CCN(CC1)[C@@]1(COC[C@@H]1F)C (1S,2R)-N-(7-chloro-6-(1-((3R,4R)-4-fluoro-3-methyltetrahydrofuran-3-yl)piperidin-4-yl)isoquinolin-3-yl)-2-cyanocyclobutane-1-carboxamide